3,4-dichloroisothiazole-5-carboxylic acid chloride ClC1=NSC(=C1Cl)C(=O)Cl